CC1(CC(CC(C1)(CNC(C)C)C)NC(C)C)C 3,3,5-trimethyl-N-(propan-2-yl)-5-[(propan-2-ylamino)methyl]cyclohexylamine